4-(3-(5-Fluoropyridin-2-yl)-1-isobutyl-1H-pyrazol-4-yl)-1H-pyrazolo[3,4-b]pyridine FC=1C=CC(=NC1)C1=NN(C=C1C1=C2C(=NC=C1)NN=C2)CC(C)C